BrC1=CC=2N(C=C1)N=CC2C(=O)N2CCC(CC2)N2CCOCC2 (5-Bromopyrazolo[1,5-a]pyridin-3-yl)(4-morpholinopiperidin-1-yl)methanone